Methyl 4-[(1S)-1-[[4-amino-1-(2-methoxyethyl)piperidine-4-carbonyl]amino]ethyl]benzoate NC1(CCN(CC1)CCOC)C(=O)N[C@@H](C)C1=CC=C(C(=O)OC)C=C1